NC1=C(C=CC=C1)C1=CC(=C2C=CC3=C(C=C(C4=CC=C1C2=C34)C3=C(C=CC=C3)N)C3=C(C=CC=C3)N)C3=C(C=CC=C3)N 1,3,6,8-tetra(aminophenyl)pyrene